N[C@H]1CC(N(C1)C=1N=NC(=CC1)C1=C(C=C(C=C1C)C(F)(F)F)O)=O (4S)-4-amino-1-[6-[2-hydroxy-6-methyl-4-(trifluoromethyl)phenyl]pyridazin-3-yl]pyrrolidin-2-one